OC1OC(=C(CC1)C(=O)OCC)C(F)(F)F Ethyl 2-hydroxy-6-(trifluoromethyl)-3,4-dihydro-2H-pyran-5-carboxylate